3,3',4',5,7-pentahydroxy-dihydroflavonol OC1(C(OC2=CC(=CC(C2C1=O)O)O)C1=CC(=C(C=C1)O)O)O